acetic acid-(1R,3aS,3bS,5aR,7S,9aR,9bS,11aR)-6-hydroxyl-1-[(2R)-6-hydroxyl-6-methylhept-2-yl]-6,9a,11a-Trimethylhexadecahydro-1H-cyclopenta[1,2-i]phenanthrene-7-yl ester OC1([C@H](CC[C@@]2([C@H]3CC[C@]4([C@H]([C@@H]3CC[C@@H]12)CC[C@@H]4[C@H](C)CCCC(C)(C)O)C)C)OC(C)=O)C